NC1=C(C=C(C=N1)C=1C=C2N(N1)CCC21CN(C1)C(=O)N[C@H](C)C1=C(C(=NN1C)C)C)OC(F)F 2'-[6-amino-5-(difluoromethoxy)pyridin-3-yl]-N-[(1R)-1-(1,3,4-trimethyl-1H-pyrazol-5-yl)ethyl]-5',6'-dihydrospiro[azetidine-3,4'-pyrrolo[1,2-b]pyrazole]-1-carboxamide